cyclohexyl methacrylate (dicyclopentenyl methacrylate) C1(=CCCC1)C(=C(C(=O)O)C)C1=CCCC1.C(C(=C)C)(=O)OC1CCCCC1